N-[(2-amino-3-pyridyl)sulfonyl]-6-[4-(trifluoromethyl)phenyl]-2-[(4S)-2,2,4-trimethylpyrrolidin-1-yl]pyridine-3-carboxamide NC1=NC=CC=C1S(=O)(=O)NC(=O)C=1C(=NC(=CC1)C1=CC=C(C=C1)C(F)(F)F)N1C(C[C@@H](C1)C)(C)C